N[C@H](C(=O)NCCCN(C(OC(C)(C)C)=O)C[C@@H](CNC(=O)OC(C)(C)C)O)CCCCNC(=O)OC(C)(C)C tert-Butyl N-[3-[[(2S)-2-amino-6-(tertbutoxycarbonylamino)hexanoyl]amino]propyl]-N-[(2R)-3-(tertbutoxycarbonylamino)-2-hydroxy-propyl]carbamate